2-(2,6-dioxopiperidin-3-yl)-5-(3-(hydroxymethyl)cyclobutoxy)isoindoline-1,3-dione O=C1NC(CCC1N1C(C2=CC=C(C=C2C1=O)OC1CC(C1)CO)=O)=O